tert-butyl 4-(2'-oxospiro[cyclopropane-1,3'-indoline]-6'-yl)-3,6-dihydro-2H-pyridine-1-carboxylate O=C1NC2=CC(=CC=C2C12CC2)C=2CCN(CC2)C(=O)OC(C)(C)C